CN(C=1C=C2C(=CC=NC2=CC1)NC1=CC=C(C=C1)C1=NC2=C(N1)C=CC(=C2)NC2=CC(=NC=C2)C)C N6,N6-dimethyl-N4-(4-(5-((2-methylpyridin-4-yl)amino)-1H-benzo[d]imidazol-2-yl)phenyl)quinoline-4,6-diamine